C(C)(C)(CC)[Sn](OC(C)(C)C)(OC(C)(C)C)OC(C)(C)C t-pentyltri(t-butoxy)tin